N-[1-(difluoromethyl)-3-methyl-1H-pyrazol-4-yl]-2-(1H-pyrazol-4-yl)-1,3-thiazole-4-carboxamide FC(N1N=C(C(=C1)NC(=O)C=1N=C(SC1)C=1C=NNC1)C)F